CN(CCCCCCO[Si](OC(OCCCCCCCCCCCCCCCC)CCCCCCCC1C(C1)CCCCCCCC)(C)C)CC#C N,8,8-trimethyl-10-(7-(2-octylcyclopropyl)heptyl)-N-(prop-2-yn-1-yl)-7,9,11-trioxa-8-silaheptacosan-1-amine